FC1=C(C(=CC=C1)F)C1=N[C@H](C2=NN=C(N2C=2SC=3CC(CC3C12)C=O)C)C (7S)-9-(2,6-difluorophenyl)-3,7-dimethyl-16-thia-2,4,5,8-tetrazatetracyclo[8.6.0.02,6.011,15]hexadeca-1(10),3,5,8,11(15)-pentaene-13-carbaldehyde